8-bromo-6-(4-chlorophenyl)-1,4-dimethyl-4H-benzo[f][1,2,4]triazolo[4,3-a][1,4]diazepine BrC=1C=CC2=C(C(=NC(C=3N2C(=NN3)C)C)C3=CC=C(C=C3)Cl)C1